C(C)(C)(C)NC(COC[C@@H](C(=O)O)NC(=O)OCC1C2=CC=CC=C2C=2C=CC=CC12)=O (2S)-3-[2-(tert-butylamino)-2-oxoethoxy]-2-(9H-fluoren-9-ylmethoxycarbonylamino)propanoic acid